OCCN1CCN(CC1)C=1C=C(C=CC1)NC1=NC=CC(=N1)C1=C(N2C(=NC(=C(C2=O)C)C)S1)C1=CC=CC=C1 2-(2-{3-[4-(2-Hydroxy-ethyl)-piperazin-1-yl]-phenylamino}-pyrimidin-4-yl)-6,7-dimethyl-3-phenyl-thiazolo[3,2-a]pyrimidin-5-one